1-[4-(phenylsulfanyl)phenyl]-1,2-octanedione 2-(O-benzoyloxime) C(C1=CC=CC=C1)(=O)ON=C(C(=O)C1=CC=C(C=C1)SC1=CC=CC=C1)CCCCCC